gamma-aminopropyltrimethoxy-silane NCCC[Si](OC)(OC)OC